NC1=NC(=NC(=N1)NC)NC1=CC(=CC=C1)OC 2-amino-4-methylamino-6-(3-methoxyanilino)-1,3,5-triazine